6-(4-hydroxy-3-methylbutylamino)purine mesylate S(C)(=O)(=O)O.OCC(CCNC1=C2NC=NC2=NC=N1)C